4-cyclopropyl-6-methoxybenzo[d]thiazol-2-ylcarbamic acid tert-butyl ester C(C)(C)(C)OC(NC=1SC2=C(N1)C(=CC(=C2)OC)C2CC2)=O